methyl 3-(4'-chloro-1',2'-dihydrospiro[cyclopropane-1,3'-pyrrolo[2,3-b]pyridin]-5'-yl)-2-fluorobenzoate ClC1=C2C(=NC=C1C=1C(=C(C(=O)OC)C=CC1)F)NCC21CC1